1-(1,3-dimethyl-3-cyclohexen-1-yl)-ethanone CC1(CC(=CCC1)C)C(C)=O